6-(2-Methyl-2H-indazol-5-yl)-2-(2,3,6,7-tetrahydro-1H-azepin-4-yl)-1,3-benzothiazol CN1N=C2C=CC(=CC2=C1)C1=CC2=C(N=C(S2)C=2CCNCCC2)C=C1